hexene-1,6-diol diacrylate C(C=C)(=O)OC=CCCCCOC(C=C)=O